O.[Na+].NC1=CC(=CC2=CC(=CC(=C12)O)S(=O)(=O)O)S(=O)(=O)[O-] 4-Amino-5-hydroxynaphthalene-2,7-disulfonic acid monosodium salt hydrate